NC1=C(C=C(C#N)C=C1)NCC 4-amino-3-(ethylamino)benzonitrile